bis(trimethylolpropane) triacrylate C(C=C)(=O)O.C(C=C)(=O)O.C(C=C)(=O)O.C(O)C(CC)(CO)CO.C(O)C(CC)(CO)CO